(S)-2-(5-oxo-1-(2,3,5-trifluorobenzyl)pyrrolidin-2-yl)acetic acid O=C1CC[C@H](N1CC1=C(C(=CC(=C1)F)F)F)CC(=O)O